methyltris(thietanylthio)tin C[Sn](SC1SCC1)(SC1SCC1)SC1SCC1